C1(=CC=CC=C1)SC1=CC=C(C=C1)C(C(CCCCCC)=NO)=O 1-(4-phenylsulfanyl-phenyl)-octane-1,2-dione 2-oxime